(R)-6-(4-sec-butoxy-3-chlorophenyl)pyrimidine-4-carboxylic acid [C@@H](C)(CC)OC1=C(C=C(C=C1)C1=CC(=NC=N1)C(=O)O)Cl